C(C(C)C)C1=NC2=C(N1)C=C(C=C2)N2CCN(CC2)C2=CC=C(C=C2)B2OC(C(O2)(C)C)(C)C 2-isobutyl-6-(4-(4-(4,4,5,5-tetramethyl-1,3,2-dioxaborolan-2-yl)phenyl)piperazin-1-yl)-1H-benzo[d]imidazole